trans-9-Decenol C(CCCCCCCC=C)O